3-(5-(isoxazol-5-yl)pyridin-3-yl)-4-methoxyphenol O1N=CC=C1C=1C=C(C=NC1)C=1C=C(C=CC1OC)O